C(#N)N=C(NC=1C=C(C(=O)NCC(=O)NCC(C(=O)O)NC(C2=C(C=CC=C2Cl)Cl)=O)C=CC1)N 3-(2-(3-(2-cyanoguanidino)benzamido)acetamido)-2-(2,6-dichlorobenzamido)propanoic acid